methyl 4-(2,2,2-trifluoro-1-hydroxyethyl)picolinate FC(C(O)C1=CC(=NC=C1)C(=O)OC)(F)F